[Cl].[F] fluorine-chlorine salt